O[C@H](CO)C1=CC(=CC(=N1)C(=O)N)N1CC2=CC=CC(=C2CC1)C1=CC=C(C=C1)C(F)(F)F (S)-6-(1,2-dihydroxyethyl)-4-(5-(4-(trifluoromethyl)phenyl)-3,4-dihydroisoquinolin-2(1H)-yl)picolinamide